3-(2-(allyloxy)-2,2-difluoroacetamido)benzofuran-2-carboxamide C(C=C)OC(C(=O)NC1=C(OC2=C1C=CC=C2)C(=O)N)(F)F